FC(C1=C2NC(C(=NC2=CC=C1CN1CCN(CC1)C=1C=CC(=NC1F)C(=O)NC)C)=O)F 5-(4-{[5-(difluoromethyl)-2-methyl-3-oxo-4H-quinoxalin-6-yl]methyl}piperazin-1-yl)-6-fluoro-N-methylpyridine-2-carboxamide